OC1=C(C=CC(=C1)C1=C(N=CS1)C)C(C)=O 1-(2-Hydroxy-4-(4-methylthiazol-5-yl)phenyl)ethanone